2-((R)-1-acryloyl-4-((R)-6-chloro-2-(3-(dimethylamino)azetidin-1-yl)-8-fluoro-7-(5-methyl-1H-indazol-4-yl)quinazolin-4-yl)piperazin-2-yl)acetonitrile C(C=C)(=O)N1[C@@H](CN(CC1)C1=NC(=NC2=C(C(=C(C=C12)Cl)C1=C2C=NNC2=CC=C1C)F)N1CC(C1)N(C)C)CC#N